C(#N)[C@H]1N(CSC1)C(CNC(=O)C1=CC=NC2=CC=C(C=C12)N1CCC(CC1)F)=O (R)-N-(2-(4-Cyanothiazolidin-3-yl)-2-oxoethyl)-6-(4-fluoropiperidin-1-yl)-quinoline-4-carboxamide